CN(C(=O)C=1C=NN2C1C(=CC(=C2)OCC(C)(C)O)C=2C=CC(=NC2)N2CC1N(C(C2)C1)C(=O)OC(C)(C)C)C Tert-butyl 3-(5-(3-(dimethylcarbamoyl)-6-(2-hydroxy-2-methylpropoxy) pyrazolo[1,5-a]pyridin-4-yl) pyridin-2-yl)-3,6-diazabicyclo[3.1.1]heptane-6-carboxylate